C[C@H](CCC(=O)O)[C@H]1CC[C@@H]2[C@@]1([C@H](C[C@H]3[C@H]2C=C[C@H]4[C@@]3(CC[C@H](C4)O)C)O)C The molecule is a dihydroxy-5beta-cholanic acid that is deoxycholic acid with a double bond at position 6. It has a role as a metabolite. It is a bile acid and a dihydroxy-5beta-cholanic acid. It derives from a deoxycholic acid.